acetic acid benzyl ester C(C1=CC=CC=C1)OC(C)=O